2-vinylbenzenesulfonic acid C(=C)C1=C(C=CC=C1)S(=O)(=O)O